2,2',2''-(3,5-bis(9,9-dimethylacridin-10(9H)-yl)-[1,1'-biphenyl]-2,4,6-triyl)tris(benzo[d]thiazole) CC1(C2=CC=CC=C2N(C=2C=CC=CC12)C=1C(=C(C(=C(C1C=1SC2=C(N1)C=CC=C2)N2C=1C=CC=CC1C(C1=CC=CC=C21)(C)C)C=2SC1=C(N2)C=CC=C1)C1=CC=CC=C1)C=1SC2=C(N1)C=CC=C2)C